3-((1-((S)-3-cyclobutyl-2-(hydroxymethyl)propionyl)-4-hydroxy-3,3-dimethylpiperidin-4-yl)methyl)-6-(2-fluorophenyl)pyrimidin-4(3H)-one C1(CCC1)C[C@H](C(=O)N1CC(C(CC1)(O)CN1C=NC(=CC1=O)C1=C(C=CC=C1)F)(C)C)CO